C(C)(C)(C)[S@@](=O)N (R)-(-)-tert-butylsulfinamide